FC1=C(C=CC=C1F)C(C(=O)O)O 2-(2,3-difluorophenyl)-2-hydroxyacetic acid